tert-butyl (1R,2R,3S,5S)-3-[(5-bromo-1,3,4-thiadiazol-2-yl)(methyl)amino]-2-fluoro-8-azabicyclo[3.2.1]octane-8-carboxylate BrC1=NN=C(S1)N([C@@H]1[C@@H]([C@H]2CC[C@@H](C1)N2C(=O)OC(C)(C)C)F)C